ClC1=C(C(=C(C=C1OC)OC)Cl)C1=CC2=C(N=C(N=C2)SC)C(=N1)N1CCCC1 6-(2,6-dichloro-3,5-dimethoxyphenyl)-2-(methylthio)-8-(pyrrolidin-1-yl)pyrido[3,4-d]pyrimidine